N-(1H-pyrazol-3-yl)pyridinecarboxamide N1N=C(C=C1)NC(=O)C1=NC=CC=C1